Cl.Cl.O.O.NC1=CC=CC(=N1)C(=O)C1CCN(CC1)C (6-Amino-2-pyridinyl)-(1-methyl-4-piperidinyl)methanone dihydrate dihydrochloride